5-chloroimidazo[1,2-a]pyrazine ClC1=CN=CC=2N1C=CN2